CN1N=CC(=CC1=O)C=1C=CC2=C(C1)COC=1N=C(SC12)N(C1CC(NC(C1)(C)C)(C)C)C 2-Methyl-5-(2-(methyl-(2,2,6,6-tetramethylpiperidin-4-yl)amino)-5H-isochromeno[3,4-d]thiazol-7-yl)pyridazine-3(2H)-one